BrC1=CC2=C(N=CN=C2OCOCC[Si](C)(C)C)N=C1 6-bromo-4-((2-(trimethylsilyl)ethoxy)methoxy)-pyrido[2,3-d]pyrimidine